bisheptyl phosphate P(=O)(OCCCCCCC)(OCCCCCCC)[O-]